nitrosonaphthalen N(=O)C1=CC=CC2=CC=CC=C12